N-[4-(4-bromo-1H-pyrazol-1-yl)-3-sulfamoylphenyl]-2-(2-chlorophenyl)-2,2-difluoroacetamide BrC=1C=NN(C1)C1=C(C=C(C=C1)NC(C(F)(F)C1=C(C=CC=C1)Cl)=O)S(N)(=O)=O